5-((3R,5s)-3-AMINO-5-TRIFLUOROMETHYL-PIPERIDIN-1-YL)-QUINOLINE-8-CARBONITRILE HEMIHYDRATE O.N[C@H]1CN(C[C@H](C1)C(F)(F)F)C1=C2C=CC=NC2=C(C=C1)C#N.N[C@H]1CN(C[C@H](C1)C(F)(F)F)C1=C2C=CC=NC2=C(C=C1)C#N